FC=1C=C(C=C(C1)F)[C@@H]1CC[C@H]2OC3(C(N21)=O)CCN(CC3)C(=O)C3=C(OC=C3)C(F)(F)F (5'S,7a'R)-5'-(3,5-difluorophenyl)-1-[2-(trifluoromethyl)-furan-3-carbonyl]-tetrahydro-3'H-spiro[piperidine-4,2'-pyrrolo[2,1-b][1,3]-oxazol]-3'-one